calcium bis-difluorosulfimide FS(=N)F.FS(=N)F.[Ca]